(S)-2-(3-(6-methyl-5-(8-methyl-[1,2,4]triazolo[1,5-a]pyridin-6-yl)-2-oxo-2,3-dihydro-1H-benzo[d]imidazol-1-yl)piperidin-1-yl)acetamide CC=1C(=CC2=C(N(C(N2)=O)[C@@H]2CN(CCC2)CC(=O)N)C1)C=1C=C(C=2N(C1)N=CN2)C